4-Methyl-N-[2-(oxan-4-yl)-[1,3]thiazolo[5,4-c]pyridin-6-yl]-6-[(3S)-pyrrolidin-3-yloxy]pyridin-2-amine CC1=CC(=NC(=C1)O[C@@H]1CNCC1)NC1=CC2=C(C=N1)SC(=N2)C2CCOCC2